4-[2-chloro-4-[[1-methyl-5-[3-(trifluoromethyl)-1H-pyrazol-4-yl]imidazole-2-carbonyl]amino]benzoyl]piperazine-1-carboxylic acid tert-butyl ester C(C)(C)(C)OC(=O)N1CCN(CC1)C(C1=C(C=C(C=C1)NC(=O)C=1N(C(=CN1)C=1C(=NNC1)C(F)(F)F)C)Cl)=O